3-(2-hydroxy-5-methylphenyl)-5-(tetrahydro-2H-pyran-4-yl)-4-(4-(trifluoromethyl)phenyl)-4,5-dihydropyrrolo[3,4-c]pyrazol-6(2H)-one OC1=C(C=C(C=C1)C)C1=C2C(=NN1)C(N(C2C2=CC=C(C=C2)C(F)(F)F)C2CCOCC2)=O